C[C@@H]1N(CCC2=C1SC(=C2C=2SC1=C(C=NC=C1)N2)NC(CCNC2C[C@@H]1[C@@H](CNC1)C2)=O)C(=O)OC(C)(C)C tert-butyl (S)-7-methyl-2-(3-(((3aR,5s,6aS)-octahydrocyclopenta[c]pyrrol-5-yl)amino)propanamido)-3-(thiazolo[4,5-c]pyridin-2-yl)-4,7-dihydrothieno[2,3-c]pyridine-6(5H)-carboxylate